S(OC1=CC=C(C=C1)OCC1=C(C=C(C=C1F)C(NC)=O)F)(=O)(=O)F 4-((2,6-difluoro-4-(methylcarbamoyl)benzyl)oxy)phenyl sulfurofluoridate